C(C1=CC=CC=C1)N1C[C@H]2CC[C@@H](C1)C2N (1R,5S,8s)-3-benzyl-3-azabicyclo[3.2.1]Octane-8-amine